2-methyl-5-[(pyridin-2-yl)methoxy]-N-(4,4,4-trifluoro-2-hydroxybutyl)pyrazolo[1,5-a]pyridine-3-carboxamide CC1=NN2C(C=C(C=C2)OCC2=NC=CC=C2)=C1C(=O)NCC(CC(F)(F)F)O